tert-butyl methyl(3-oxocyclohexyl)carbamate CN(C(OC(C)(C)C)=O)C1CC(CCC1)=O